3-benzyl-1-(trans-4-((5-cyano-4-(3-(difluoromethyl)-azetidin-1-yl)-pyrimidin-2-yl)-amino)cyclohexyl)-1-(5-(1-methyl-1H-pyrazol-4-yl)-pyridin-2-yl)urea C(C1=CC=CC=C1)NC(N(C1=NC=C(C=C1)C=1C=NN(C1)C)[C@@H]1CC[C@H](CC1)NC1=NC=C(C(=N1)N1CC(C1)C(F)F)C#N)=O